C1(CC1)C(=O)C=1N=C2N(N1)[C@@H](C[C@@H]2O)C2=CC=CC=C2 cyclopropyl-[cis-7-hydroxy-5-phenyl-6,7-dihydro-5H-pyrrolo[1,2-b][1,2,4]triazol-2-yl]methanone